FC=1C=C(C=CC1)C1=CC=C(C=C1)F 3',4-difluoro-[1,1'-biphenyl]